C(N)(OCC(=C(F)C(C)(C)C)COC=1C=C2CNC(C2=CC1)=O)=O tert-butyl-(3-fluoro-2-(((1-oxo-isoindolin-5-yl) oxy) methyl) allyl) carbamate